6-chloro-3-((4-hydroxy-1-(1-methylcyclopropane-1-carbonyl)piperidin-4-yl)methyl)-7-(4-(morpholin-2-yl)phenyl)-3,7-dihydro-4H-pyrrolo[2,3-d]pyrimidin-4-one ClC1=CC2=C(N=CN(C2=O)CC2(CCN(CC2)C(=O)C2(CC2)C)O)N1C1=CC=C(C=C1)C1CNCCO1